2-methyl-5-(3-(trifluoromethoxy)phenyl)-N-(3-(3,3-difluoro-2-methylallyl)-1,2,4-thiadiazol-5-yl)thiophene-3-carboxamide CC=1SC(=CC1C(=O)NC1=NC(=NS1)CC(=C(F)F)C)C1=CC(=CC=C1)OC(F)(F)F